OC(C=O)C1=CC=C2CCNCC2=C1 2-hydroxy-2-(1,2,3,4-tetrahydroisoquinolin-7-yl)ethan-1-one